methylene-bis-(4-ethyl-6-tert-butylphenol) C(C1=C(C(=CC(=C1)CC)C(C)(C)C)O)C1=C(C(=CC(=C1)CC)C(C)(C)C)O